(3-([1,1'-Biphenyl]-2-ylethynyl)-1H-indazol-5-yl)(6-(vinylsulfonyl)-2,6-diazaspiro[3.5]nonan-2-yl)methanone C1(=C(C=CC=C1)C#CC1=NNC2=CC=C(C=C12)C(=O)N1CC2(C1)CN(CCC2)S(=O)(=O)C=C)C2=CC=CC=C2